CN1N=CC(=C1)C1=CC2=C(N=CN=C2N2C[C@@H]3CCC(C2)N3C3CC(C3)C#N)N1 (1S,3s)-3-(3-(6-(1-methyl-1H-pyrazol-4-yl)-7H-pyrrolo[2,3-d]pyrimidin-4-yl)-3,8-diazabicyclo[3.2.1]oct-8-yl)cyclobutane-1-carbonitrile